CC1(CCC2(OCCO2)CC1)NC(OCC1=CC=CC=C1)=O benzyl N-(8-methyl-1,4-dioxaspiro[4.5]decan-8-yl)carbamate